1-[(3R)-3-[4-amino-3-(4-phenoxyphenyl)pyrazolo[3,4-d]pyrimidin-1-yl]-1-piperidyl]-3-hydroxy-2-methylene-butan-1-one NC1=C2C(=NC=N1)N(N=C2C2=CC=C(C=C2)OC2=CC=CC=C2)[C@H]2CN(CCC2)C(C(C(C)O)=C)=O